CC1=C(C2=C(CC[C@@](O2)(C)CCC[C@H](C)CCC[C@H](C)CCCC(C)C)C(=C1O)C)C The molecule is an alpha-tocopherol that has R,R,R configuration. The naturally occurring stereoisomer of alpha-tocopherol, it is found particularly in sunflower and olive oils. It has a role as an antioxidant, a nutraceutical, a vitamin, an antiatherogenic agent, an EC 2.7.11.13 (protein kinase C) inhibitor, an anticoagulant, an immunomodulator, an antiviral agent, a micronutrient and an algal metabolite. It is an enantiomer of a (-)-alpha-tocopherol.